C1(CCCCC1)NCCNC1CCCCC1 N,N'-dicyclohexylethylenediamine